5-[[(3R)-1-[7-(ethylamino)-5-fluoro-3-methyl-2-oxo-indolin-3-yl]-3-piperidyl]amino]pyrazine-2-carbonitrile C(C)NC=1C=C(C=C2C(C(NC12)=O)(C)N1C[C@@H](CCC1)NC=1N=CC(=NC1)C#N)F